6-Bromo-2-(4-fluoro-3-(methoxymethoxy)-5-(trifluoromethyl)phenyl)oxazolo[4,5-c]pyridine BrC1=CC2=C(C=N1)N=C(O2)C2=CC(=C(C(=C2)C(F)(F)F)F)OCOC